C(C)(C)C1=C(NC2=CC=C(C=C12)C1=NN=C(O1)CN1[C@@H](CCC1)C(=O)N)C1=C2C(=NC=C1)NN=C2 (S)-1-((5-(3-isopropyl-2-(1H-pyrazolo[3,4-b]pyridin-4-yl)-1H-indol-5-yl)-1,3,4-oxadiazol-2-yl)methyl)pyrrolidine-2-carboxamide